7-(4-((2,3-dihydrobenzo[b][1,4]dioxin-6-yl)oxy)piperidin-1-yl)-8-methyl-4H-pyrimido[1,2-b]pyridazin-4-one O1C2=C(OCC1)C=C(C=C2)OC2CCN(CC2)C=2C(=CC=1N(N2)C(C=CN1)=O)C